(5-(5-(2,3-dihydro-1H-inden-4-yl)-6-methoxy-1-(4-methoxybenzyl)-1H-pyrazolo[4,3-b]pyridin-3-yl)pyridin-2-yl)-2,5-dihydro-1H-pyrrole-1-carboxylic acid tert-butyl ester C(C)(C)(C)OC(=O)N1C(C=CC1)C1=NC=C(C=C1)C1=NN(C=2C1=NC(=C(C2)OC)C2=C1CCCC1=CC=C2)CC2=CC=C(C=C2)OC